ClC(=C(C(F)(F)F)Cl)F 1,2-dichlorotetrafluoropropene